(R)-4-(2-((1-Methyl-3-(trifluoromethyl)-1H-pyrazol-5-yl)sulfonyl)-2-azaspiro[3.4]octan-6-yl)morpholine CN1N=C(C=C1S(=O)(=O)N1CC2(C1)C[C@@H](CC2)N2CCOCC2)C(F)(F)F